NC1=NC=NN2C1=C(C=C2C=2C(=C(C(=O)N[C@@H]1CN(C[C@@H]1F)C(=O)C1CC(C1)F)C(=CC2)F)F)C(F)(F)F 3-[4-amino-5-(trifluoromethyl)pyrrolo[2,1-f][1,2,4]triazin-7-yl]-2,6-difluoro-N-[(3R,4S)-4-fluoro-1-(3-fluorocyclobutanecarbonyl)pyrrolidin-3-yl]benzamide